The molecule is the O-phospho derivative of L-histidinol. It has a role as an Escherichia coli metabolite. It derives from a L-histidinol. It is a conjugate acid of a L-histidinol phosphate(1-). C1=C(NC=N1)C[C@@H](COP(=O)(O)O)N